dibenzylmethylene(cyclopentadienyl)(2,7-di-(4-methylphenyl)-3,6-di-tert-butylfluorenyl)zirconium dichloride [Cl-].[Cl-].C(C1=CC=CC=C1)C(CC1=CC=CC=C1)=[Zr+2](C1=C(C(=CC=2C3=CC(=C(C=C3CC12)C1=CC=C(C=C1)C)C(C)(C)C)C(C)(C)C)C1=CC=C(C=C1)C)C1C=CC=C1